CC1=C(C=C2CC[C@@]3(NC2=N1)CN(CC3)C(C(C)C3=CC1=C(C=CO1)C=C3C#N)=O)C3=NC=CC=N3 6-(1-((S)-7'-methyl-6'-(pyrimidin-2-yl)-3',4'-dihydro-1'H-spiro[pyrrolidine-3,2'-[1,8]naphthyridine]-1-yl)-1-oxopropan-2-yl)benzofuran-5-carbonitrile